6-amino-N-(3-fluoro-2-{octahydropyrrolo[2,3-c]pyrrol-1-yl}-5,6,7,8-tetrahydroquinolin-6-yl)-2-methylthieno[2,3-d][1,3]thiazole-5-carboxamide NC1=C(SC=2N=C(SC21)C)C(=O)NC2CC=1C=C(C(=NC1CC2)N2CCC1C2CNC1)F